BrC1=C(NC=C1)CNCC1=CC=C(C=C1)OC 1-(3-Bromo-1H-pyrrol-2-yl)-N-(4-methoxybenzyl)methylamine